bis(2,4,6-trimethylbenzoyl)-2-propoxy-4-methylphenylphosphine oxide CC1=C(C(=O)P(C2=C(C=C(C=C2)C)OCCC)(C(C2=C(C=C(C=C2C)C)C)=O)=O)C(=CC(=C1)C)C